2,5-bis(1-(benzyloxy)-6-oxo-1,6-dihydropyridine-2-carboxamido)benzenesulfonic acid C(C1=CC=CC=C1)ON1C(=CC=CC1=O)C(=O)NC1=C(C=C(C=C1)NC(=O)C=1N(C(C=CC1)=O)OCC1=CC=CC=C1)S(=O)(=O)O